ClC=1C=C(C=NC1)N[C@@H](C)C(=O)N1[C@H]2CC([C@@H]([C@H]1C(=O)N[C@@H](C[C@@H]1C(NCCC1)=O)C#N)CC2)(F)F (1R,3S,4R)-2-((5-chloropyridin-3-yl)-L-alanyl)-N-((S)-1-cyano-2-((R)-2-oxopiperidin-3-yl)ethyl)-5,5-difluoro-2-azabicyclo[2.2.2]octane-3-carboxamide